(2R,3R,4S,5R)-2-{3-{[1,1'-biphenyl]-4-yl}-7H-[1,2,4]triazolo[3,4-i]purin-7-yl}-5-(hydroxymethyl)tetrahydrofuran-3,4-diol C1(=CC=C(C=C1)C1=NN=C2C=3N=CN(C3N=CN21)[C@@H]2O[C@@H]([C@H]([C@H]2O)O)CO)C2=CC=CC=C2